N1C(=CC2=CC=CC=C12)C1=C(C=CC=C1)O 2-(1H-indole-2-yl)phenol